4-Methyl-N2-[(1-methyl-1H-imidazol-2-yl)methyl]-N6-[2-(2-methylpyridin-4-yl)-[1,3]thiazolo[5,4-c]pyridin-6-yl]pyridine-2,6-diamine CC1=CC(=NC(=C1)NC1=CC2=C(C=N1)SC(=N2)C2=CC(=NC=C2)C)NCC=2N(C=CN2)C